O1CCN(CC1)C1CCN(CC1)CCCNC1=C2C(=NC=C1)C=CS2 N-(3-(4-morpholinopiperidin-1-yl)propyl)thieno[3,2-b]pyridin-7-amine